calcium-titanium-nickel [Ni].[Ti].[Ca]